2-((3-bromo-6,7-dichloro-1-(1-(2-hydroxyethyl)-1H-1,2,3-triazol-4-yl)-1H-indol-4-yl)oxy)acetonitrile BrC1=CN(C2=C(C(=CC(=C12)OCC#N)Cl)Cl)C=1N=NN(C1)CCO